C(C)(=O)C=1C=C(C=C2C(=C(C(=NC12)N1CCOCC1)C)C#N)Cl 8-acetyl-6-chloro-3-methyl-2-morpholino-quinoline-4-carbonitrile